5-(6,7-dihydro-5H-pyrazolo[5,1-b][1,3]oxazin-3-yl)-2-{3-[(3S)-3-(propan-2-yl)piperazin-1-yl]-1,2,4-triazin-6-yl}phenol N1=CC(=C2OCCCN21)C=2C=CC(=C(C2)O)C2=CN=C(N=N2)N2C[C@@H](NCC2)C(C)C